NC1=NC=2C=C(C=CC2C2=C1C=NN2C)CN(C(=O)C=2C=NC=C(C2)OC)C2=C(C=C(C=C2)F)S(=O)(=O)C N-({4-amino-1-methyl-1H-pyrazolo[4,3-c]quinolin-7-yl}methyl)-N-(4-fluoro-2-methanesulfonylphenyl)-5-methoxypyridine-3-carboxamide